C1(CC1)NC1=NC(=NC=C1CO)SC (4-(cyclopropylamino)-2-(methylthio)pyrimidin-5-yl)methanol